2-bromo-4-(ethylsulfonyl)benzoic acid methyl ester COC(C1=C(C=C(C=C1)S(=O)(=O)CC)Br)=O